FC(OC=1C=CC(=C(C1)C1=NN(C=2C[C@@H](CCC12)C(=O)NC1(CS(C1)(=O)=O)C)[C@@H]1[C@H](CCC1)O)F)F (R)-3-(5-(difluoromethoxy)-2-fluorophenyl)-1-((1S,2S)-2-hydroxycyclopentyl)-N-(3-methyl-1,1-dioxidothietan-3-yl)-4,5,6,7-tetrahydro-1H-indazole-6-carboxamide